N-[2-amino-5-(4-fluorophenyl)phenyl]-2-imino-2-oxo-1,3-dihydro-2-benzothiophene-5-carboxamide NC1=C(C=C(C=C1)C1=CC=C(C=C1)F)NC(=O)C1=CC2=C(CS(C2)(=O)=N)C=C1